6-methyl-4-(2-oxo-5-phenyl-1-(2-(trifluoromethoxy)ethyl)-1,2-dihydropyridin-4-yl)-2-(1-(trifluoromethyl)-1H-pyrazol-4-yl)-1,6-dihydro-7H-pyrrolo[2,3-c]pyridin-7-one CN1C(C2=C(C(=C1)C1=CC(N(C=C1C1=CC=CC=C1)CCOC(F)(F)F)=O)C=C(N2)C=2C=NN(C2)C(F)(F)F)=O